ClC1=CC=CC(=N1)NC(OC(C)(C)C)=O tert-butyl N-(6-chloro-2-pyridyl)carbamate